N-(5-bromo-2,4-difluorophenyl)-3-(trifluoromethyl)benzamide BrC=1C(=CC(=C(C1)NC(C1=CC(=CC=C1)C(F)(F)F)=O)F)F